FC(OC1=CC=C(C[N+]2=CC=CC=C2)C=C1)(F)F 1-(4-(trifluoromethoxy)benzyl)pyridin-1-ium